ClC1=C(C=CC=C1OCCCN1CC(CC1)C(C)(C)O)C=1C=C(NN2SC3=C(C2)C=CC=C3)C=CC1 N-(3-(2-chloro-3-(3-(3-(2-hydroxypropane-2-yl)pyrrolidin-1-yl)propoxy)phenyl)anilino)benzisothiazol